(2S)-3-(4-cyanophenyl)-2-[[(E)-3-(2,5-dimethoxyphenyl)prop-2-enoyl]amino]-N-[4-(hydroxycarbamoyl)phenyl]propanamide C(#N)C1=CC=C(C=C1)C[C@@H](C(=O)NC1=CC=C(C=C1)C(NO)=O)NC(\C=C\C1=C(C=CC(=C1)OC)OC)=O